dipentylurea C(CCCC)NC(NCCCCC)=O